FC(C=1C=C(C=C(C1)C(F)(F)F)C1=NN(C=N1)\C=C/C(=O)NN1C(C=C(C1)OC)=O)(F)F (Z)-3-(3-(3,5-bis(trifluoromethyl)phenyl)-1H-1,2,4-triazol-1-yl)-N-(4-methoxy-2-oxo-2,5-dihydro-1H-pyrrol-1-yl)acrylamide